Tert-butyl (((2S,3R,4S)-4-(6-carbamoyl-2-fluoro-3-methoxyphenyl)-5-chloro-6-fluoro-3-(methoxymethyl)-2-phenyl-2,3-dihydrobenzofuran-2-yl)methyl)(methyl)carbamate C(N)(=O)C1=CC=C(C(=C1C1=C(C(=CC2=C1[C@@H]([C@](O2)(C2=CC=CC=C2)CN(C(OC(C)(C)C)=O)C)COC)F)Cl)F)OC